FC(OC1=NC=CC(=C1)CNC(=O)NCC(O)C12CC(C1)(C2)F)F 1-[[2-(difluoromethoxy)pyridin-4-yl]methyl]-3-[2-(3-fluoro-1-bicyclo[1.1.1]pentanyl)-2-hydroxy-ethyl]urea